3-(6-aminopyridin-3-yl)-N-((5-(5-fluoro-4-(morpholine-4-carbonyl)pyridin-2-yl)-7-(trifluoromethyl)benzofuran-2-yl)methyl)acrylamide NC1=CC=C(C=N1)C=CC(=O)NCC=1OC2=C(C1)C=C(C=C2C(F)(F)F)C2=NC=C(C(=C2)C(=O)N2CCOCC2)F